(1-(3-fluorophenyl)-1-hydroxyethyl)thiazol-2-ylcarbamic acid tert-butyl ester C(C)(C)(C)OC(N(C=1SC=CN1)C(C)(O)C1=CC(=CC=C1)F)=O